(R)-cyclopentyl 2-(2-(((1-(6-amino-9H-purin-9-yl)propan-2-yl)oxy)methyl)-2-oxo-1,3,2-dioxaphosphinan-5-yl)acetate NC1=C2N=CN(C2=NC=N1)C[C@@H](C)OCP1(OCC(CO1)CC(=O)OC1CCCC1)=O